Diallyl ((pentane-1,5-diylbis(oxy))bis(6-((S)-2-(((tertbutyldimethylsilyl)oxy)methyl)azetidine-1-carbonyl)-4-methoxy-3,1-phenylene))dicarbamate C(CCCCOC=1C=C(C(=CC1OC)C(=O)N1[C@@H](CC1)CO[Si](C)(C)C(C)(C)C)NC(OCC=C)=O)OC=1C=C(C(=CC1OC)C(=O)N1[C@@H](CC1)CO[Si](C)(C)C(C)(C)C)NC(OCC=C)=O